CS(=O)(=O)C1=C(C#N)C=CC(=C1)OC1=NC=CC=C1C(F)(F)F 2-(methylsulfonyl)-4-((3-(trifluoromethyl)pyridin-2-yl)oxy)benzonitrile